hex-5-yne-2,3-diol CC(C(CC#C)O)O